C(C)OC(=O)C=1N=C(OC1C1=C(C=CC=C1)[N+](=O)[O-])C1=CC(=CC=C1)F 2-(3-fluorophenyl)-5-(2-nitrophenyl)Oxazole-4-carboxylic acid ethyl ester